5-[[p-[(2-carboxyethyl)carbamoyl]phenyl]azo]salicylic acid disodium salt dihydrate O.O.[Na+].[Na+].C(=O)([O-])CCNC(=O)C1=CC=C(C=C1)N=NC1=CC=C(C(C(=O)[O-])=C1)O